C(CCCCC)(=O)[O-].[Mn+2].C(CCCCC)(=O)[O-] manganese (hexanoate)